C(C1=CC=CC=C1)N(CC[Si](C)(C)C)COC N-benzyl-N-(methoxymethyl)-2-(trimethylsilyl)ethane-1-amine